C(C)OC=1C=C(C(=O)N2[C@@H](C[C@H](C2)O)C(=O)N[C@@H]2C(NCC2)=O)C=CC1 (2S,4R)-1-(3-ethoxybenzoyl)-4-hydroxy-N-((S)-2-oxopyrrolidin-3-yl)pyrrolidine-2-carboxamide